CC1(N(C(CC1)CNC1=NC(=CC=C1)S(N)(=O)=O)C(=O)OC(C)(C)C)C tert-Butyl 2,2-dimethyl-5-[[(6-sulfamoyl-2-pyridyl)amino]methyl]pyrrolidine-1-carboxylate